(1S,2S,3R,4S,5R)-N-(5,6-dichloropyridin-3-yl)-5-hydroxy-3-(2-methylpyridin-4-yl)-7-oxabicyclo[2.2.1]Heptane-2-carboxamide ClC=1C=C(C=NC1Cl)NC(=O)[C@@H]1[C@@H]2C[C@H]([C@H]([C@H]1C1=CC(=NC=C1)C)O2)O